N-((1,2,3,5,6,7-hexahydro-s-indacen-4-yl)carbamoyl)-4-hydroxy-4,6-dimethyl-4,5,6,7-tetrahydrobenzofuran-2-sulfonamide C1CCC2=C(C=3CCCC3C=C12)NC(=O)NS(=O)(=O)C=1OC2=C(C1)C(CC(C2)C)(C)O